BrC=1C=C(C=CC1)C[C@@H](C(=O)NC)NC(=O)C1=CC(=NN1)C1=CC=C(C=C1)Cl (S)-N-(3-(3-bromophenyl)-1-(methylamino)-1-oxopropan-2-yl)-3-(4-chlorophenyl)-1H-pyrazole-5-carboxamide